Ethyl 3-(3-((3-(3-((6-fluoro-4-(methylsulfonyl)-1-tosyl-1H-indol-5-yl)oxy)phenyl)-1H-1,2,4-triazol-1-yl)methyl)phenyl)propanoate FC1=C(C(=C2C=CN(C2=C1)S(=O)(=O)C1=CC=C(C)C=C1)S(=O)(=O)C)OC=1C=C(C=CC1)C1=NN(C=N1)CC=1C=C(C=CC1)CCC(=O)OCC